5-(4-phenoxyphenyl)-7-((trans)-4-thiomorpholinocyclohexyl)-7H-pyrrolo[2,3-d]pyrimidin-4-amine O(C1=CC=CC=C1)C1=CC=C(C=C1)C1=CN(C=2N=CN=C(C21)N)[C@@H]2CC[C@H](CC2)N2CCSCC2